ClC1=NC(=NC(=C1)O[C@H]1COCC1)N(C1C[C@H]2CCC[C@@H](C1)N2C(CC)=O)C 1-((1R,3s,5S)-3-((4-chloro-6-(((R)-tetrahydrofuran-3-yl)oxy)pyrimidin-2-yl)(methyl)amino)-9-azabicyclo[3.3.1]nonan-9-yl)propan-1-one